oxazaborolidine [B]1CCON1